2,4,6-octatrien CC=CC=CC=CC